ClC=1C=C(C=CC1F)[C@@H](NC(=O)N1[C@@H](C(NCC1)=O)C)[C@@H]1C[C@H](C1)OC(F)F (2R)-N-((S)-(3-chloro-4-fluorophenyl)(trans-3-(difluoromethoxy)cyclobutyl)-methyl)-2-methyl-3-oxopiperazine-1-carboxamide